4-(Aminomethyl)cyclohexanecarboxylic acid NCC1CCC(CC1)C(=O)O